FC1=CC(=C2C(CC(NC2=C1)(C)C)=O)C 7-fluoro-2,2,5-trimethyl-2,3-dihydro-1H-quinolin-4-one